COC1=NC=C(C(=N1)OC)C=1C=C(C=2N(N1)C=CN2)[C@@H]2[C@H](C2)C=2C=CC(=C(C#N)C2)C(F)(F)F 5-((1S,2S)-2-(6-(2,4-dimethoxypyrimidin-5-yl)imidazo[1,2-b]pyridazin-8-yl)cyclopropyl)-2-(trifluoromethyl)benzonitrile